bis(2-aminomethylethyl)ether NCCCOCCCN